BrC1=C2C(=NN(C2=CC=C1)COCC[Si](C)(C)C)C#N 4-bromo-1-(2-trimethylsilylethoxymethyl)indazole-3-carbonitrile